lignoceric acid sodium salt [Na+].C(CCCCCCCCCCCCCCCCCCCCCCC)(=O)[O-]